(R)-3-((2R,3R,5aR,7R,9aS)-3-methoxyhexahydro-5H-2,5a-methanopyrano[3,2-e][1,4]dioxepin-7-yl)-2-methylpropanenitrile CO[C@@H]1OC[C@]23[C@@H](O[C@@H]1C3)CC[C@@H](O2)C[C@H](C#N)C